O=C1N(C=2C(=NC=CC2)N1)C1CCN(CC1)C(=O)O[C@@H]1CC[C@@]([C@H](C=2C1=NC=CC2)O)(O)C2=C(C(=CC=C2)F)F (5S,6R,9R)-6-(2,3-difluorophenyl)-5,6-dihydroxy-6,7,8,9-tetrahydro-5H-cyclohepta[b]pyridin-9-yl 4-(2-oxo-2,3-dihydro-1H-imidazo[4,5-b]pyridin-1-yl)piperidine-1-carboxylate